ClC1=C(C(=CC=C1)F)N1C=2N(C3=C(C1=O)C=NC(=N3)NC3=CC=C(C=C3)N3C[C@@H](O[C@@H](C3)C)C)CCN2 6-(2-chloro-6-fluorophenyl)-2-((4-((2S,6R)-2,6-dimethylmorpholinyl)phenyl)amino)-8,9-dihydroimidazo[1,2-a]pyrimido[5,4-e]pyrimidin-5(6H)-one